2'-oxospiro[cyclopropane-1,3'-indole]-1'-carboxylic acid tert-butyl ester C(C)(C)(C)OC(=O)N1C(C2(C3=CC=CC=C13)CC2)=O